B(OC1=CC=C(C=C1)C)(OC1=CC=C(C=C1)C)OC1=CC=C(C=C1)C tri(4-methylphenyl) borate